COC1=CC=C(C=C1)S(=O)(=O)N1N=C(C=C1)C(=O)NCC=1C=NN(C1)C 1-(4-methoxybenzene-1-sulfonyl)-N-[(1-methyl-1H-pyrazol-4-yl)methyl]-1H-pyrazole-3-carboxamide